FC1=C(C=C(C(=C1)C(=C)C(F)(F)F)OC)CC(=O)NC1=CC(=NC=C1)C(=O)OC methyl 4-[[2-[2-fluoro-5-methoxy-4-[1-(trifluoromethyl)vinyl]phenyl]acetyl]amino]pyridine-2-carboxylate